C(C=C)(=O)NC=1C(=C(CNC2=NC(=C(C=3N2C=CN3)C(=O)N)NC3=CC(=CC(=C3)OC)OC)C=CC1)F 5-((3-acrylamido-2-fluorobenzyl)amino)-7-((3,5-dimethoxyphenyl)amino)imidazo[1,2-c]pyrimidine-8-amide